acryloxyhexylchlorodimethylsilane C(C=C)(=O)OCCCCCC[Si](C)(C)Cl